4-{4-[4-(Dimethylamino)phenyl]piperidin-1-yl}-1-methyl-2-oxo-1,2-dihydroquinoline-3-carbonitrile CN(C1=CC=C(C=C1)C1CCN(CC1)C1=C(C(N(C2=CC=CC=C12)C)=O)C#N)C